(R)-3-((S)-1-(tert-butoxy)-1-oxo-3-(3-(2-oxoethyl)phenyl)propan-2-yl)pyrrolidine-1-carboxylic acid tert-butyl ester C(C)(C)(C)OC(=O)N1C[C@H](CC1)[C@@H](C(=O)OC(C)(C)C)CC1=CC(=CC=C1)CC=O